6-(4-methoxypyrrolo[2,1-f][1,2,4]triazin-5-yl)-2-methyl-1-((5-methyl-1,3,4-thiadiazol-2-yl)methyl)-1H-imidazo[4,5-b]pyridine COC1=NC=NN2C1=C(C=C2)C=2C=C1C(=NC2)N=C(N1CC=1SC(=NN1)C)C